N-((2-(2,6-dioxopiperidin-3-yl)-1-oxoisoindolin-5-yl)methyl)-2,2-difluoro-2-(4-fluoro-2-(trifluoromethyl)phenyl)acetamide O=C1NC(CCC1N1C(C2=CC=C(C=C2C1)CNC(C(C1=C(C=C(C=C1)F)C(F)(F)F)(F)F)=O)=O)=O